2-nitro-1-(4-nitrophenoxy)-4-(trifluoromethyl)benzene [N+](=O)([O-])C1=C(C=CC(=C1)C(F)(F)F)OC1=CC=C(C=C1)[N+](=O)[O-]